C(C)C(=O)N.C(C)C(=O)N.C(C)C(=O)N.[Ta] tantalum tris(ethylcarboxamide)